(R)-[(2S)-1-[[3,5-bis(t-butyl)phenyl]methyl]-5-vinyl-quinuclidin-1-ium-2-yl]-(6-methoxy-4-quinolyl)methanol bromide [Br-].C(C)(C)(C)C=1C=C(C=C(C1)C(C)(C)C)C[N+]12[C@@H](CC(C(C1)C=C)CC2)[C@H](O)C2=CC=NC1=CC=C(C=C21)OC